(3R*,4S*)-methyl-4-(2-methoxyphenyl)-2-oxopyrrolidine-3-carboxylic acid CN1C([C@@H]([C@H](C1)C1=C(C=CC=C1)OC)C(=O)O)=O |o1:3,4|